(R)-5-(((2-(6-((R)-3-Aminopiperidine-1-carbonyl)-4-methoxy-3-methylpyrazolo[1,5-a]pyridin-2-yl)-1-(cyclopropylmethyl)-1H-indol-7-yl)oxy)methyl)pyrrolidin-2-one N[C@H]1CN(CCC1)C(=O)C=1C=C(C=2N(C1)N=C(C2C)C=2N(C1=C(C=CC=C1C2)OC[C@H]2CCC(N2)=O)CC2CC2)OC